C(C)(C)(C)OC(=O)N1CC(O[C@@H](C1)C(=O)N1CCN(CC1)C1=NC=C(C=N1)C(F)(F)F)(C)C (6S)-2,2-dimethyl-6-[4-[5-(trifluoromethyl)pyrimidin-2-yl]piperazine-1-carbonyl]morpholine-4-carboxylic acid tert-butyl ester